C(#N)C1(CC1)NS(=O)(=O)C=1C=C2C(=NC(=NC2=CC1)C)C=1SC(=NN1)C N-(1-cyanocyclopropyl)-2-methyl-4-(5-methyl-1,3,4-thiadiazol-2-yl)quinazoline-6-sulfonamide